11,15-Dimethylheptacosane CC(CCCCCCCCCC)CCCC(CCCCCCCCCCCC)C